ClC1=NC(=NC=C1C(=O)NC=1C(=NC=C(C(=O)OCC)C1)C)NNC Ethyl 5-(4-chloro-2-(2-methylhydrazinyl)pyrimidine-5-carboxamido)-6-methyl-nicotinate